(S)-N-(8,9-difluoro-6-oxo-1,4,5,6-tetrahydro-2H-pyrano[3,4-c]isoquinolin-1-yl)-8-(difluoromethyl)-N-methylindolizine-2-carboxamide FC=1C(=CC=2C3=C(NC(C2C1)=O)COC[C@H]3N(C(=O)C=3C=C1C(=CC=CN1C3)C(F)F)C)F